trans-rac-N-(2-((tert-butyldimethylsilyl)oxy)cyclopropyl)-7-chloro-5-methoxy-2-(methylthio)pyrido[4,3-d]pyrimidin-4-amine [Si](C)(C)(C(C)(C)C)O[C@H]1[C@@H](C1)NC=1C2=C(N=C(N1)SC)C=C(N=C2OC)Cl |r|